COC1CN2CCC(C2(C1)CO)=C (6-methoxy-1-methylenetetrahydro-1H-pyrrolizin-7a(5H)-yl)methanol